C(#N)CC(=O)C1=C(C=C(OC2CCN(CC2)C(=O)OC(C)(C)C)C=C1)OC tert-Butyl 4-[4-(2-cyanoacetyl)-3-methoxy-phenoxy]piperidine-1-carboxylate